2-acetamido-4-(2-amino-3-(((3R,4S,5S,6R)-3,4,5-trihydroxy-6-(hydroxymethyl)tetrahydro-2H-pyran-2-yl)oxy)phenyl)-4-oxobutanoic acid C(C)(=O)NC(C(=O)O)CC(=O)C1=C(C(=CC=C1)OC1O[C@@H]([C@H]([C@@H]([C@H]1O)O)O)CO)N